(6-fluoro-7-methoxy-9H-pyrido[3,4-b]indol-1-yl)cyclopropanecarboxamide FC=1C=C2C3=C(NC2=CC1OC)C(=NC=C3)C3(CC3)C(=O)N